ClC=1C=C(C=C(C1)C1=CC=C2C=CC3=CC=CC4=CC=C1C2=C34)C3=CC(=CC=C3)P(C)(C)=O (3'-chloro-5'-(pyren-1-yl)-[1,1'-biphenyl]-3-yl)dimethylphosphine oxide